methyl (2S)-2-[(tert-butoxycarbonyl)amino]-3-(5-fluoro-2-hydroxyphenyl)-propanoate C(C)(C)(C)OC(=O)N[C@H](C(=O)OC)CC1=C(C=CC(=C1)F)O